NC(C(=O)NCCOCCOCCOCCOCCOCCN=[N+]=[N-])CC=1N=CNC1 2-amino-N-(17-azido-3,6,9,12,15-pentaoxaheptadecyl)-3-(1H-imidazol-4-yl)propanamide